4-phenyl-7-(pyrido[2,3-b]pyrazin-7-yl)-3,4-dihydro-1H-benzo[4,5]imidazo[2,1-c][1,4]oxazine C1(=CC=CC=C1)C1N2C(COC1)=NC1=C2C=C(C=C1)C1=CC=2C(=NC=CN2)N=C1